1-(4,4-difluorocyclohexyl)imidazo[1,5-a]pyridine FC1(CCC(CC1)C=1N=CN2C1C=CC=C2)F